methyl 5-((6-bromo-3-cyclopropyl-3H-imidazo[4,5-c]pyridin-4-yl) oxy)-2-methylbenzoate BrC1=CC2=C(C(=N1)OC=1C=CC(=C(C(=O)OC)C1)C)N(C=N2)C2CC2